C(C)(C)(C)N1N=C(C(=C1C)O)C1=CC=C(C=C1)SC 1-(tert-butyl)-3-(4-(methylthio)phenyl)-5-methylpyrazol-4-ol